{5-[5-(3-amino-propoxy)-1-(tetrahydro-pyran-2-yl)-1H-indazol-3-yl]-pyridin-3-yl}-methanol NCCCOC=1C=C2C(=NN(C2=CC1)C1OCCCC1)C=1C=C(C=NC1)CO